Ethyl 1-(2-((4-(N,N-dimethylsulfamoyl)phenyl)sulfonamido)phenyl)piperidine-4-carboxylate CN(S(=O)(=O)C1=CC=C(C=C1)S(=O)(=O)NC1=C(C=CC=C1)N1CCC(CC1)C(=O)OCC)C